C(CCCCCCCCCCCCCCC)(=O)O.FC1=CC2=C(C(=NO2)C2CCN(CC2)CCC2=C(N=C3N(C2=O)CCCC3O)C)C=C1 3-[2-[4-(6-fluoro-1,2-benzisoxazol-3-yl)-1-piperidinyl]ethyl]-6,7,8,9-tetrahydro-9-hydroxy-2-methyl-4H-pyrido[1,2-a]-pyrimidin-4-one palmitate